C(C)C1(CC=C(C=C1)C1=CC=C(C=C1)C1=CC=CC=C1)CC 4,4-diethyl-p-terphenyl